5-fluoro-6-iodo-2-methyl-3H-1,3-benzodiazole FC1=CC2=C(N=C(N2)C)C=C1I